2-((5-(4'-(1H-1,2,4-triazol-1-yl)-[1,1'-biphenyl]-4-yl)-6-chloro-1H-imidazo[4,5-b]pyridin-2-yl)thio)acetic acid N1(N=CN=C1)C1=CC=C(C=C1)C1=CC=C(C=C1)C1=C(C=C2C(=N1)N=C(N2)SCC(=O)O)Cl